3-(1,2,4-triazole-1-yl)benzoic acid N1(N=CN=C1)C=1C=C(C(=O)O)C=CC1